N-tert-butylcarbonyl-N'-methacryloyl-cystamine C(C)(C)(C)C(=O)NCCSSCCNC(C(=C)C)=O